2-oxo-ketoglutaric acid O=C(C(=O)O)C(CC(=O)O)=O